2,6-dihydroxymethylstyrenediglycidyl ether OCC1=C(C=C2C3C(COCC4C2O4)O3)C(=CC=C1)CO